5-chloro-7-(4-chloro-2,5-difluoro-phenyl)-N,N-dimethyl-1,3-benzothiazol-2-amine ClC=1C=C(C2=C(N=C(S2)N(C)C)C1)C1=C(C=C(C(=C1)F)Cl)F